Ethylcyclopropen C(C)C1=CC1